(3-Fluoro-5-(1-(3-fluorophenyl)-1H-pyrazol-4-yl)phenyl)methylamine FC=1C=C(C=C(C1)C=1C=NN(C1)C1=CC(=CC=C1)F)CN